NC(C)C1=CC(=C(C#N)C=C1)F 4-(1-aminoethyl)-2-fluorobenzonitrile